1-[(2,2-dimethyl-1,3-dioxan-5-yl)methyl]-4-[3-(1-ethyl-4-fluoro-3-methyl-1H-pyrazol-5-yl)-1-methyl-1H-1,2,4-triazol-5-yl]-1H-pyrazolo[4,3-c]pyridine-6-carbonitrile CC1(OCC(CO1)CN1N=CC=2C(=NC(=CC21)C#N)C2=NC(=NN2C)C2=C(C(=NN2CC)C)F)C